FC(C1(CC(C1)(C1=NN=CN1C)C=1C=C(C=CC1)N1C(C2=CC(=CC(=C2C1)C(F)(F)F)CNC1(CCC1)C)=O)O)F 2-(3-((1s,3s)-3-(difluoromethyl)-3-hydroxy-1-(4-methyl-4H-1,2,4-triazol-3-yl)cyclobutyl)phenyl)-6-(((1-methylcyclobutyl)amino)methyl)-4-(trifluoromethyl)-isoindolin-1-one